(5-(benzyloxy)pentanyl)(octyl)(phenyl)silane C(C1=CC=CC=C1)OCCCCC[SiH](C1=CC=CC=C1)CCCCCCCC